C(CCCCCCC)C(OC(C(=O)N)(CCCCCCCC)CCCCCCCC)(C(=O)N)CCCCCCCC tetraoctyl-diglycolamide